3-(2-(4-(5-(difluoromethyl)-1,3,4-oxadiazol-2-yl)benzyl)-2H-tetrazol-5-yl)-N-(furan-2-ylmethyl)benzamide FC(C1=NN=C(O1)C1=CC=C(CN2N=C(N=N2)C=2C=C(C(=O)NCC=3OC=CC3)C=CC2)C=C1)F